FC1=CC=C(C(=O)NC(C)C=2N=C3CCCN(C3=CC2)C(=O)OCC(C)OC2=CC=CC=C2)C=C1 2-phenoxypropyl 6-(1-(4-fluorobenzamido)ethyl)-3,4-dihydro-1,5-naphthyridine-1(2H)-carboxylate